P1(C=CC2=CC=C3C(=C12)C=CC=C3)=O benzophosphindole oxide